1,5-dibromo-3,4-dihydronaphthalene-2-carbaldehyde BrC1=C(CCC2=C(C=CC=C12)Br)C=O